N,N,N,N,N-pentamethyldiethylenetriamine CN(C)CCN(C)CCN(C)C